C(C=C)N1C(N(C(C(=C1)C#N)=O)C)=O 1-allyl-3-methyl-2,4-dioxo-1,2,3,4-tetrahydropyrimidine-5-carbonitrile